(1S,2S,4S)-2-methoxy-1,7,7-trimethyl-bicyclo[2.2.1]heptane CO[C@@H]1[C@]2(CC[C@@H](C1)C2(C)C)C